(5-(6-Phenylpyridin-2-yl)-4H-1,2,4-triazol-3-yl)pyrrolidine-1-carbonitrile C1(=CC=CC=C1)C1=CC=CC(=N1)C=1NC(=NN1)C1N(CCC1)C#N